N-(4-([1,2,4]triazolo[1,5-a]pyridin-7-yloxy)-2-fluoro-3-methylphenyl)-6-(methylsulfanyl)pyrimido[5,4-d]pyrimidin-4-amine N=1C=NN2C1C=C(C=C2)OC2=C(C(=C(C=C2)NC=2C1=C(N=CN2)C=NC(=N1)SC)F)C